(1S,4s)-4-(8-(2,4-dichloro-6-fluorophenylamino)-2-((3S,4R)-3-methyltetrahydro-2H-pyran-4-ylamino)-9H-purin-9-yl)-1-methylcyclohexanecarboxamide ClC1=C(C(=CC(=C1)Cl)F)NC=1N(C2=NC(=NC=C2N1)N[C@H]1[C@@H](COCC1)C)C1CCC(CC1)(C(=O)N)C